C(C1=CC=CC=C1)O[C@@H]([C@H](CO[C@H]1O[C@@H]([C@@H]([C@@H]([C@H]1OCC1=CC=CC=C1)OCC1=CC=CC=C1)OCC1=CC=CC=C1)COCC1=CC=CC=C1)N)[C@@H](CCCCCCCCCCCCCC)OCC1=CC=CC=C1 (2S,3S,4R)-3,4-bis(benzyloxy)-1-(((2S,3R,4S,5S,6R)-3,4,5-tris(benzyloxy)-6-((benzyloxy)methyl)tetrahydro-2H-pyran-2-yl)oxy)octadecan-2-amine